(4R)-5-ethoxy-4-((2S)-2-(2-((E)-3-(3-methoxy-4-((tetrahydro-2H-pyran-2-yl)oxy)phenyl)acrylamido)acetamido)-3-methylbutanamido)-5-oxopentanoic acid C(C)OC([C@@H](CCC(=O)O)NC([C@H](C(C)C)NC(CNC(\C=C\C1=CC(=C(C=C1)OC1OCCCC1)OC)=O)=O)=O)=O